tert-butyl 3-((2-(6-(cyclopropanecarboxamido)-1-(methylamino)-2,7-naphthyridin-4-yl)benzo[d]oxazol-5-yl)oxy)azetidine-1-carboxylate C1(CC1)C(=O)NC=1C=C2C(=CN=C(C2=CN1)NC)C=1OC2=C(N1)C=C(C=C2)OC2CN(C2)C(=O)OC(C)(C)C